N(=NC1(CCCCC1)C#N)C1(CCCCC1)C#N azobis-(cyclohexanecarbonitrile)